CC1=CC=C(C=C1)C1NC2=CC=CC=C2C(N1)=O 2-(4-methylphenyl)-2,3-dihydro-quinazolin-4(1H)-one